tert-butyl 2-(4-(2-bromoacetyl)-3-fluorophenyl)pyrrolidine-1-carboxylate BrCC(=O)C1=C(C=C(C=C1)C1N(CCC1)C(=O)OC(C)(C)C)F